2-(2-methoxypyridin-4-yl)-5,6,7,8-tetrahydronaphthalen-1-yl trifluoromethanesulfonate FC(S(=O)(=O)OC1=C(C=CC=2CCCCC12)C1=CC(=NC=C1)OC)(F)F